sodium carbazoyl-sulfonate C(NN)(=O)S(=O)(=O)[O-].[Na+]